N-[(1S)-5-[2-(2-aminopyridin-3-yl)-5-[3-(methylsulfanyl)pyrazol-1-yl]imidazo[4,5-b]pyridin-3-yl]-2,3-dihydro-1H-inden-1-yl]-3-formyl-4-hydroxybenzamide NC1=NC=CC=C1C1=NC=2C(=NC(=CC2)N2N=C(C=C2)SC)N1C=1C=C2CC[C@@H](C2=CC1)NC(C1=CC(=C(C=C1)O)C=O)=O